methyl 2-amino-5-chloro-4-(trifluoromethyl)-benzoate NC1=C(C(=O)OC)C=C(C(=C1)C(F)(F)F)Cl